Cl.O=C1[C@]2(C[C@H](NC2)C(=O)N)CCN1 (3S,5S)-6-oxo-2,7-diazaspiro[4.4]nonane-3-carboxamide hydrochloride